(3-amino-phenyl)-acetic acid ethyl ester C(C)OC(CC1=CC(=CC=C1)N)=O